3-(2-(((di-tert-butoxyphosphoryl)oxy)methoxy)-2,2-diphenylacetoxy)spiro[bicyclo[3.2.1]octane-8,1'-pyrrolidin]-1'-ium chloride [Cl-].C(C)(C)(C)OP(=O)(OC(C)(C)C)OCOC(C(=O)OC1CC2CCC(C1)[N+]21CCCC1)(C1=CC=CC=C1)C1=CC=CC=C1